NC1=CC(=C(C=C1)C1=NN(C2=CC=C(C=C12)C(=O)NC1=CC(=CC=C1)C(NC)=O)C)C 3-(4-Amino-2-methylphenyl)-1-methyl-N-(3-(methylcarbamoyl)phenyl)-1H-indazole-5-carboxamide